FC(C=1C=CC(=NC1)C=1C(=NC=CN1)[C@@H](C)O)(F)F |r| (rac)-1-{3-[5-(trifluoromethyl)pyridin-2-yl]pyrazin-2-yl}ethan-1-ol